piperidine-3-carboxylic acid (3-phenyl-oxetan-3-ylmethyl)-amide C1(=CC=CC=C1)C1(COC1)CNC(=O)C1CNCCC1